OC1C2(CC2CC1O)C(=O)NC 2,3-dihydroxy-N-methyl-bicyclo[3.1.0]Hexane-1-carboxamide